(E)-4,5-epoxy-E-2-decenal C(\C=C\C1C(CCCCC)O1)=O